NC1=CC=CC(=N1)C1=NN=NN1[C@@H](COC(C)=O)C (R)-2-(5-(6-aminopyridin-2-yl)-1H-tetrazol-1-yl)propylacetate